3-chloro-4-cyanophenyl 3-[4-(2-aminothiazol-4-yl)-1H-1,2,3-triazol-1-yl]-3-deoxy-2-O-ethyl-1-thio-alpha-D-galactopyranoside NC=1SC=C(N1)C=1N=NN(C1)[C@@H]1[C@H]([C@@H](SC2=CC(=C(C=C2)C#N)Cl)O[C@@H]([C@@H]1O)CO)OCC